(R)-3-methyl-4-((1-(3-(1-methyl-1H-pyrazol-5-yl)phenoxy)propan-2-yl)oxy)benzonitrile CC=1C=C(C#N)C=CC1O[C@@H](COC1=CC(=CC=C1)C1=CC=NN1C)C